NC=1C=CC(=C(C(=O)NC(C)C2=CC=CC3=CC=CC=C23)C1)C 5-Amino-2-methyl-N-(1-(naphthalen-1-yl)ethyl)benzamide